FC(C(=O)O)(F)F.O=C1NC(CCC1NC1=CC(=C(C=C1)C1CCN(CC1)C(C(=O)O)C)F)=O 2-(4-(4-((2,6-dioxopiperidin-3-yl)amino)-2-fluorophenyl)piperidin-1-yl)propionic acid trifluoroacetate salt